1-[pyrimidin-5-yl]-3-[2-oxa-6-azaspiro[3.3]hept-6-yl]pyrazin-2(1H)-one N1=CN=CC(=C1)N1C(C(=NC=C1)N1CC2(COC2)C1)=O